N1=NN=C(C=C1)C=O triazinecarboxaldehyde